ClC1=C(OCCC[C@@H](C)C2CCN(CC2)C(=O)OC(C)(C)C)C=CC(=C1)C(N(C)C)=O |o1:7| (R or S)-tert-butyl 4-(5-(2-chloro-4-(dimethylcarbamoyl)phenoxy)pentan-2-yl)piperidine-1-carboxylate